(4-Bromo-1-methyl-1H-pyrazol-3-yl)-{(S)-4-[2-(4-fluoro-phenyl)-ethyl]-3-methyl-piperazin-1-yl}-methanone BrC=1C(=NN(C1)C)C(=O)N1C[C@@H](N(CC1)CCC1=CC=C(C=C1)F)C